C(CCCCC)C(=CC=O)CCCCCCCC 3-hexylundec-2-enal